(R)-4-(hydroxymethyl)-3-(4-methoxybenzyl)oxazolidin-2-one OC[C@H]1N(C(OC1)=O)CC1=CC=C(C=C1)OC